The molecule is a quercetin O-glycoside that is quercetin attached to a alpha-D-rhamnofuranosyl moiety at position 3 via a glycosidic linkage. It has a role as a metabolite. It is an alpha-D-rhamnofuranoside, a monosaccharide derivative, a tetrahydroxyflavone and a quercetin O-glycoside. C[C@H]([C@@H]1[C@@H]([C@@H]([C@H](O1)OC2=C(OC3=CC(=CC(=C3C2=O)O)O)C4=CC(=C(C=C4)O)O)O)O)O